C(C)(C)C1=C(C=CC=C1)[C@H]1N(CCN(C1)CC12CC3C(C(CC3CC1)C2)OC)C2CC1(CN(C1)C1=CC=C(C(=O)N)C=C1)C2 4-(6-((2R)-2-(2-isopropylphenyl)-4-((3-methoxyoctahydro-5H-2,5-methanoinden-5-yl)methyl)piperazin-1-yl)-2-azaspiro[3.3]heptan-2-yl)benzamide